N-[1-(propan-2-yl)-1H-pyrazol-4-yl]sulfamide hydrochloride Cl.CC(C)N1N=CC(=C1)NS(=O)(=O)N